1,2,2,6-Tetramethylcyclohexanol CC1(C(CCCC1C)(C)C)O